1-[4-cyclopropyl-2-(trifluoromethyl)phenyl]-N-[(3R)-1-methylpiperidin-3-yl]pyrido[3,4-d]pyridazin-4-amine C1(CC1)C1=CC(=C(C=C1)C1=C2C(=C(N=N1)N[C@H]1CN(CCC1)C)C=NC=C2)C(F)(F)F